C1C(CC12CC1(CCC1)C2)C2=NOC(=N2)CC(C(=O)O)=C 2-((3-(dispiro[3.1.36.14]decan-2-yl)-1,2,4-oxadiazol-5-yl)methyl)acrylic acid